Amino-Propanol NC(CC)O